CC1(CC(C2=CC=CC=C12)(C1=CC=CC=C1)C)C 1,1,3-trimethyl-3-phenyl-indane